CCCCCCCCCCCCCCCC/C=C\OC[C@H](COP(=O)([O-])OCC[N+](C)(C)C)OC(=O)CCC/C=C\C/C=C\C/C=C\CCCCCCCC 1-(1Z-octadecenyl)-2-(5Z,8Z,11Z-eicosatrienoyl)-sn-glycero-3-phosphocholine